4,4'-thiobisbenzenethiol S(C1=CC=C(C=C1)S)C1=CC=C(C=C1)S